ClCC1=NC2=C(N1C[C@H]1OCC1)C=C(C=C2OC(F)(F)F)C(=O)OC methyl (S)-2-(chloromethyl)-1-((oxetan-2-yl) methyl)-4-(trifluoromethoxy)-1H-benzo[d]imidazole-6-carboxylate